3-[(3-chloro-2-methoxyphenyl)amino]-2-{3-[2-(2-methylazetidin-2-yl)ethynyl]pyridin-4-yl}-1H,5H,6H,7H-pyrrolo[3,2-c]pyridin-4-one ClC=1C(=C(C=CC1)NC1=C(NC2=C1C(NCC2)=O)C2=C(C=NC=C2)C#CC2(NCC2)C)OC